(R)-N-(1-(6,7-difluoro-4-oxo-3,4-dihydrophthalazin-1-yl)ethyl)-N-methyl-1H-indazole-6-carboxamide FC=1C=C2C(NN=C(C2=CC1F)[C@@H](C)N(C(=O)C1=CC=C2C=NNC2=C1)C)=O